CN1N=C(C2=CC=C(C=C12)B1OC(C(O1)(C)C)(C)C)N1C(NC(CC1)=O)=O 1-[1-Methyl-6-(4,4,5,5-tetramethyl-1,3,2-dioxaborolan-2-yl)indazol-3-yl]-1,3-diazinane-2,4-dione